tert-butyl 3-(3-(2-methyl-2H-indazol-5-yl)-4-oxo-3,4-dihydroquinazolin-7-yl)-8-azabicyclo[3.2.1]oct-2-ene-8-carboxylate CN1N=C2C=CC(=CC2=C1)N1C=NC2=CC(=CC=C2C1=O)C1=CC2CCC(C1)N2C(=O)OC(C)(C)C